(S)-6-acetamido-2-((3S,5S,7S)-adamantane-1-carboxamido)hexanoic acid isopropyl ester C(C)(C)OC([C@H](CCCCNC(C)=O)NC(=O)C12CC3CC(CC(C1)C3)C2)=O